CC=1C(=NC=CC1B(O)O)N1C(C2=C(CC1)C1=C(S2)CCCC1)=O (3-methyl-2-(1-oxo-3,4,5,6,7,8-hexahydrobenzo[4,5]thieno[2,3-c]pyridin-2(1H)-yl)pyridin-4-yl)boronic acid